C(C)SC1=CC(=C(NC2=NC=C(C(=N2)C2CCC(CC2)=O)C(F)(F)F)C=C1)C 4-[2-(4-ethylsulfanyl-2-methyl-anilino)-5-(trifluoromethyl)pyrimidin-4-yl]cyclohexanone